1-[[2-(2-fluorophenyl)pyrrolo[3,2-c]pyridin-5-yl]methyl]benzotriazole FC1=C(C=CC=C1)C1=CC2=CN(C=CC2=N1)CN1N=NC2=C1C=CC=C2